N-(methyl-d3)-4-((2-isopropoxy-4-(1-cyclopropyl-1H-1,2,4-triazol-3-yl)phenyl)amino)pyridazine-3-carboxamide C(NC(=O)C=1N=NC=CC1NC1=C(C=C(C=C1)C1=NN(C=N1)C1CC1)OC(C)C)([2H])([2H])[2H]